N-(1-(azetidin-1-ylmethyl)cyclopropyl)-4-chloro-2,3-dihydro-1H-indene-1-carboxamide N1(CCC1)CC1(CC1)NC(=O)C1CCC2=C(C=CC=C12)Cl